N-methyl-dihydroxypyrrolidinesulfonamide CNS(=O)(=O)N1C(CCC1)(O)O